N[C@](COC1=C(C=C(C=C1)C1=CC(=NC=C1)NC(C)=O)C(F)F)(CC(C)C)C (S)-N-(4-(4-((2-amino-2,4-dimethylpentyl)oxy)-3-(difluoromethyl)phenyl)pyridin-2-yl)acetamide